ClC1=CC=2C3=C(NC2C=C1)C(N(C=N3)CCC(=O)N3CCC(CC3)CC3=CC=C(C=C3)F)=O 8-chloro-3-(3-(4-(4-fluorobenzyl)piperidin-1-yl)-3-oxopropyl)-3,5-dihydro-4H-pyrimido[5,4-b]indol-4-one